tert-Butyl (S)-4-(((benzyloxy)carbonyl)amino)-5-((4-methoxyphenyl)amino)-5-oxopentanoate C(C1=CC=CC=C1)OC(=O)N[C@@H](CCC(=O)OC(C)(C)C)C(=O)NC1=CC=C(C=C1)OC